NCC1(CCC=2C=C(C(=C(C2C1)F)N1CC(NS1(=O)=O)=O)O)O 5-[7-(aminomethyl)-1-fluoro-3,7-dihydroxy-5,6,7,8-tetrahydronaphthalen-2-yl]-1λ6,2,5-thiadiazolidine-1,1,3-trione